5-Methyl[biphenyl]-2-sulfonamide CC1=CC=C(C(=C1)C1=CC=CC=C1)S(=O)(=O)N